4'-[(1-{[(3-chloro-4-fluorophenyl)methyl]carbamoyl}-D-prolyl)amino][1,1'-biphenyl]-4-carboxylic acid ClC=1C=C(C=CC1F)CNC(=O)N1[C@H](CCC1)C(=O)NC1=CC=C(C=C1)C1=CC=C(C=C1)C(=O)O